FCCCCCCCCCS(=O)(=O)[O-] fluorononyl-sulfonate